(S)-N-(1-(3-chlorophenyl)-2-hydroxyethyl)-1-(5-methyl-2-((tetrahydro-2H-pyran-4-yl)amino)-pyrimidin-4-yl)-1H-imidazole-4-carboxamide ClC=1C=C(C=CC1)[C@@H](CO)NC(=O)C=1N=CN(C1)C1=NC(=NC=C1C)NC1CCOCC1